(2R,3R,4S,5R)-4-(benzyloxy)-5-(benzyloxymethyl)-5-methyltetrahydrofuran-2,3-diyldiacetate C(C1=CC=CC=C1)O[C@H]1[C@@H]([C@H](O[C@]1(C)COCC1=CC=CC=C1)CC(=O)[O-])CC(=O)[O-]